N-(2-(benzo[d][1,3]dioxol-5-ylmethoxy)-4-(4,4,5,5-tetramethyl-1,3,2-dioxaborolan-2-yl)phenyl)-1,1-difluoromethanesulfonamide O1COC2=C1C=CC(=C2)COC2=C(C=CC(=C2)B2OC(C(O2)(C)C)(C)C)NS(=O)(=O)C(F)F